COC1=C(C(=CC(=C1)CCC)OC)OC 1,2,3-trimethoxy-5-propylbenzene